CN1N=C(C=C1C)C(=O)NCC1=CC=C(C=C1)N1CCOCC1 1,5-dimethyl-N-(4-morpholinobenzyl)-1H-pyrazole-3-carboxamide